(1r,4r)-4-((tert-butyloxycarbonyl)amino)cyclohexane-1-carboxylic acid C(C)(C)(C)OC(=O)NC1CCC(CC1)C(=O)O